C(C)(=O)C1=CC=C(S1)/C=C/C(=O)OC methyl (E)-3-(5-acetylthiophen-2-yl)acrylate